ClC=1N=C(C2=C(N1)C=CS2)NC=2N=CN(C2)C2=CC=CC=C2 2-chloro-N-(1-phenyl-1H-imidazol-4-yl)thieno[3,2-d]pyrimidin-4-amine